6-fluoro-5-((5-(3-(6-methoxypyridin-2-yl)cyclopentyl)-1H-pyrazol-3-yl)amino)-2,3-dihydrobenzo[d]isothiazole 1,1-dioxide FC1=CC2=C(CNS2(=O)=O)C=C1NC1=NNC(=C1)C1CC(CC1)C1=NC(=CC=C1)OC